C1(=CC=CC=C1)NCC1=CC=2C(=NC=CC2C=2C=C3C(=NNC3=CC2)N)N1 5-(2-((phenylamino)methyl)-1H-pyrrolo[2,3-b]pyridin-4-yl)-1H-indazol-3-amine